benzyl hydrazinecarboxylate N(N)C(=O)OCC1=CC=CC=C1